COC=1C=C2C(=NC=NC2=CC1OC)C(=O)N1CCS(CC1)(=O)=N (6,7-dimethoxyquinazolin-4-yl)(1-imino-1-oxido-1λ6-thiomorpholino)methanone